CC=1C=C(C=CC1C)N(C([O-])=O)C 3,4-dimethylphenyl-N-methylcarbamate